O1COC=C1C=CC(C(C)(C)C)O [1,3]Dioxol-5-yl-4,4-dimethylpent-1-en-3-ol